(R)-tert-butyl 4-(4-hydroxy-4-methylcyclohexyl)-2,2-dimethyloxazolidine-3-carboxylate OC1(CCC(CC1)[C@H]1N(C(OC1)(C)C)C(=O)OC(C)(C)C)C